ethyl 2-chlorooxazole-5-carboxylate ClC=1OC(=CN1)C(=O)OCC